ClC1=CC2=C(N=C3N(C2=O)CCC3)C(=N1)C1CCC(CC1)(F)F 3-chloro-1-(4,4-difluorocyclohexyl)-8,9-dihydropyrido[3,4-d]pyrrolo[1,2-a]pyrimidin-5(7H)-one